(5S,7S)-7-fluoro-5-(4-fluorophenyl)-2-[(1R,2R)-2-fluorocyclopropyl]sulfonyl-6,7-dihydro-5H-pyrrolo[1,2-b][1,2,4]triazole F[C@H]1C[C@H](N2N=C(N=C21)S(=O)(=O)[C@H]2[C@@H](C2)F)C2=CC=C(C=C2)F